(2S)-2-((tert-butoxycarbonyl)amino)-4-((2-(oxetan-2-yl)ethyl)(4-(5,6,7,8-tetrahydro-1,8-naphthyridin-2-yl)butyl)amino)butanoic acid C(C)(C)(C)OC(=O)N[C@H](C(=O)O)CCN(CCCCC1=NC=2NCCCC2C=C1)CCC1OCC1